tert-butyl (2-(2,6-dioxopiperidin-3-yl)-1,3-dioxoisoindolin-4-yl)glycinate O=C1NC(CCC1N1C(C2=CC=CC(=C2C1=O)NCC(=O)OC(C)(C)C)=O)=O